silicon copper-cobalt [Co].[Cu].[Si]